cyano glyoxylate C(C=O)(=O)OC#N